2,2,4,4-tetramethylcyclobutanediol monobutyrate C(CCC)(=O)OC1(C(CC1(C)C)(C)C)O